4-benzyl-2-(cyanomethyl)-3-oxo-3,4-dihydro-2H-benzo[b][1,4]Thiazine C(C1=CC=CC=C1)N1C2=C(SC(C1=O)CC#N)C=CC=C2